O1CCC(=CC1)C1=NC(=NC=C1)N 4-(3,6-dihydro-2H-pyran-4-yl)pyrimidin-2-amine